C(CCC)OC(=O)C1=CC=C(C=C1)C(=O)OC(CO)CO 2-(4-butoxycarbonylphenyl)formyloxy-1,3-propanediol